(S)-N-[(1S)-3-(1,3-dioxan-2-yl)-1-(2-fluorophenyl)propyl]-2-methylpropane-2-sulfinamide O1C(OCCC1)CC[C@@H](C1=C(C=CC=C1)F)N[S@@](=O)C(C)(C)C